(3-((2R,3R,4S,5R)-4-fluoro-3-hydroxy-5-(hydroxymethyl)-tetrahydrothiophen-2-yl)-7-oxo-6,7-dihydro-3H-[1,2,3]triazolo[4,5-d]pyrimidin-5-yl)isobutyramide F[C@H]1[C@H]([C@@H](S[C@@H]1CO)N1N=NC2=C1N=C(NC2=O)C(C(=O)N)(C)C)O